tert-butyl 2-(hydroxymethyl)-7,8-dihydropyrido[4,3-d]pyrimidine-6(5H)-carboxylate OCC=1N=CC2=C(N1)CCN(C2)C(=O)OC(C)(C)C